N(N)C(=O)C1CCC(CC1)NC(OCC1=CC=CC=C1)=O benzyl ((1r,4r)-4-(hydrazinecarbonyl)cyclohexyl)carbamate